(Z)-2-(2-(hexadec-9-enamido)acetoxy)propane-1,3-diyl bis(2-((tert-butoxycarbonyl)amino)acetate) C(C)(C)(C)OC(=O)NCC(=O)OCC(COC(CNC(=O)OC(C)(C)C)=O)OC(CNC(CCCCCCC\C=C/CCCCCC)=O)=O